NC1=C(C(=NN1C)C1=CCC(C1)C1=CC=C(C=C1)OCCOC)C(=O)NC1=CC(=C(C=C1)F)Cl 5-Amino-N-(3-chloro-4-fluorophenyl)-3-(4-(4-(2-methoxyethoxy)phenyl)cyclopent-1-en-1-yl)-1-methyl-1H-pyrazole-4-carboxamide